2-[5-[4-(6-chloro-5-fluoro-indolin-1-yl)quinazolin-6-yl]-2-pyridyl]propan-2-ol ClC1=C(C=C2CCN(C2=C1)C1=NC=NC2=CC=C(C=C12)C=1C=CC(=NC1)C(C)(C)O)F